dimethyl (4-(bromomethyl)phenethyl)phosphonate BrCC1=CC=C(CCP(OC)(OC)=O)C=C1